NC1=NC2=CC(=CC=C2C=C1F)CC1(C(CC2CCCC12O)N1C=CC2=C1N=CN=C2C)O (2-amino-3-fluoroquinolin-7-yl)methyl-2-(4-methyl-7H-pyrrolo[2,3-d]pyrimidin-7-yl)hexahydropentalene-1,6a(1H)-diol